C1(CCCCCC1)N1N=CC=2C1=NC(=NC2NC(=O)C=2SC(=CC2)[N+](=O)[O-])C2=CC=C(C=C2)F N-(1-cycloheptyl-6-(4-fluorophenyl)-1H-pyrazolo[3,4-d]pyrimidin-4-yl)-5-nitrothiophene-2-carboxamide